Cl.COCC1(C(CNC1)O)C(F)(F)F 4-(methoxymethyl)-4-(trifluoromethyl)pyrrolidin-3-ol hydrochloride